Cl.N[C@H](C(=O)OCC(F)(F)F)CC1=CC=C(C=C1)OCC1=CC=CC=C1 2,2,2-Trifluoroethyl (S)-2-amino-3-(4-(benzyloxy)phenyl)propanoate hydrochloride